CC(CCC)N L-2-pentylamine